(R)-4-(7-(3-aminopiperidine-1-yl)-3-(2-fluoro-4-methylphenyl)-3H-imidazo[4,5-b]pyridine-2-yl)-2-fluorobenzonitrile N[C@H]1CN(CCC1)C1=C2C(=NC=C1)N(C(=N2)C2=CC(=C(C#N)C=C2)F)C2=C(C=C(C=C2)C)F